(5-(1-adamantyl)-2'-bromo-6-(methoxymethoxy)-[1,1'-biphenyl]-3-yl)tributylsilane C12(CC3CC(CC(C1)C3)C2)C=2C=C(C=C(C2OCOC)C2=C(C=CC=C2)Br)[Si](CCCC)(CCCC)CCCC